isobutyl-1,1,3,3,3-penta-ethoxy-1,3-disilapropane C(C(C)C)[Si](C[Si](OCC)(OCC)OCC)(OCC)OCC